7-chloro-1-cyclopropyl-4-oxo-1,4-dihydro-1,6-naphthyridine ClC1=NC=C2C(C=CN(C2=C1)C1CC1)=O